The molecule is the (3R,4R)-stereoisomer of 5-[(1-carboxyethenyl)oxy]-6-hydroxycyclohexa-1,3-diene-1-carboxylic acid. It has a role as a Saccharomyces cerevisiae metabolite, an Escherichia coli metabolite and a plant metabolite. It is a conjugate acid of a chorismate(2-). C=C(C(=O)O)O[C@@H]1C=C(C=C[C@H]1O)C(=O)O